ClC1=C(C=CC=C1NC(=O)C1=NC=C(C(=C1)COC)C=O)C1=C(C(=CC=C1)\C=C(\C1=CC(=C(C=C1)C=O)OC)/F)C (Z)-N-(2-chloro-3'-(2-fluoro-2-(4-formyl-3-methoxyphenyl)vinyl)-2'-methyl-[1,1'-biphenyl]-3-yl)-5-formyl-4-methoxymethyl-pyridineamide